(9H-fluoren-9-yl)methyl [2-({2-[(α-L-fucopyranosyl)oxy]ethyl}amino)-2-oxoethyl][2-oxo-2-({2-[(α-D-mannopyranosyl)oxy]ethyl}amino)ethyl]carbamate [C@@H]1([C@@H](O)[C@H](O)[C@H](O)[C@@H](O1)C)OCCNC(CN(C(OCC1C2=CC=CC=C2C=2C=CC=CC12)=O)CC(NCCO[C@@H]1[C@@H](O)[C@@H](O)[C@H](O)[C@H](O1)CO)=O)=O